Bis2-thienyl disulfide S1C(=CC=C1)SSC=1SC=CC1